N-(5-(butylthio)-1,3,4-thiadiazol-2-yl)-2-(trifluoromethyl)benzamide C(CCC)SC1=NN=C(S1)NC(C1=C(C=CC=C1)C(F)(F)F)=O